N-((1S)-2,2-dicyclopropyl-1-(5-((2-oxo-5-(trifluoromethyl)pyrrolidin-3-yl)methyl)-1H-benzo[d]imidazol-2-yl)ethyl)-1-ethyl-1H-pyrazole-5-carboxamide C1(CC1)C([C@@H](C1=NC2=C(N1)C=CC(=C2)CC2C(NC(C2)C(F)(F)F)=O)NC(=O)C2=CC=NN2CC)C2CC2